ClC1=C(CNC(=O)[C@@H]2C=3C=CC=NC3[C@H](CC2)O)C=CC(=C1)Cl (5S,8S)-N-(2,4-dichlorobenzyl)-8-hydroxy-5,6,7,8-tetrahydroquinoline-5-carboxamide